N-(3-(2-amino-6-(6-methylpyridin-3-yl)quinazolin-8-yl)phenyl)acrylamide NC1=NC2=C(C=C(C=C2C=N1)C=1C=NC(=CC1)C)C=1C=C(C=CC1)NC(C=C)=O